BrCCCOC1=CC=CC=2C1=CC(=C1CCC(OC21)(C)C)C(=O)N2CCOCC2 (7-(3-bromopropoxy)-2,2-dimethyl-3,4-dihydro-2H-benzo[H]chromen-5-yl)(morpholinyl)methanone